OC[C@@H]1CN(CCN1)C(CC1=CC=C(C=C1)NC(=O)NCC1=CC=C(C=C1)F)=O N-(4-{2-[(3S)-3-(hydroxymethyl)piperazinyl]-2-oxoethyl}phenyl){[(4-fluorophenyl)methyl]amino}carboxamide